((1,3-dioxoisoindolin-2-yl)methyl)-1H-pyrazole-1,4-dicarboxylic acid di-tert-butyl ester C(C)(C)(C)OC(=O)N1N=C(C(=C1)C(=O)OC(C)(C)C)CN1C(C2=CC=CC=C2C1=O)=O